1-(Pyridin-2-yl)-1H-indole N1=C(C=CC=C1)N1C=CC2=CC=CC=C12